FC(CCCCCC[C@H]1CCC[C@@H]1CCCCCCCC)O fluoroprostanol